FC(OC=1C=C(C=CC1)N1C(C2(C3=CC=CC=C13)CC2)=O)F 1'-(3-(difluoromethoxy)phenyl)-2'-oxospiro[cyclopropane-1,3'-indoline]